C(CCC)OC(NS(=O)(=O)C=1SC(=CC1C1=C(C=C(C=C1)CN1C=NC=C1)C#N)CC(C)C)=O ((3-(4-((1H-imidazol-1-yl)methyl)-2-cyanophenyl)-5-isobutylthiophene-2-yl)sulfonyl)carbamic acid butyl ester